N-(1-cyano-1-methyl-ethyl)-3-[(2R)-2-cyano-2-methyl-pyrrolidine-1-carbonyl]-8-methoxy-1-propyl-5,6-dihydropyrrolo[2,1-a]isoquinoline-9-carboxamide C(#N)C(C)(C)NC(=O)C1=C(C=C2CCN3C(C2=C1)=C(C=C3C(=O)N3[C@@](CCC3)(C)C#N)CCC)OC